amino-5-bromo-6-(2-chloro-5-fluorobenzoyl)-2H-benzo[b][1,4]oxazin-3(4H)-one NC1C(NC2=C(O1)C=CC(=C2Br)C(C2=C(C=CC(=C2)F)Cl)=O)=O